C1(CCCCC1)C=1N=CC(=NC1)CN(C(=O)[C@@H]1N(CC1)S(=O)(=O)C=1C=NC(=C(C1)F)F)C1=CC(=C(C(=O)O)C=C1)O (R)-4-(N-((5-cyclohexylpyrazin-2-yl)methyl)-1-((5,6-difluoropyridin-3-yl)sulfonyl)azetidine-2-carboxamido)-2-hydroxybenzoic acid